CC(=CCOC(=O)C=1C=NN(C1)C=1C=C2C(=NN(C2=CC1)C(C)C)C#N)CCC=C(C)C 1-(3-cyano-1-isopropyl-1H-indazol-5-yl)-1H-pyrazole-4-carboxylic acid (3,7-dimethyloctane-2,6-dien-1-yl) ester